C(#N)C=1C=C(C=CC1OCC)C1=NOC(=N1)C1CCN(CC1)C(CNC(C1=CC=CC=C1)=O)=O N-(2-(4-(3-(3-cyano-4-ethoxyphenyl)-1,2,4-oxadiazol-5-yl)piperidin-1-yl)-2-oxoethyl)benzamide